C(C)(C)(C)OC(=O)N1OCC[C@H]1C1=CC(=CC(=C1)F)C#N (3S)-3-(3-cyano-5-fluoro-phenyl)isoxazolidine-2-carboxylic acid tert-butyl ester